C(N)(O)=O.C(C)(=O)OCC=O 2-oxoethyl acetate carbamate